Diisononyl phthalat C(C=1C(C(=O)OCCCCCCC(C)C)=CC=CC1)(=O)OCCCCCCC(C)C